3-pyrrolidin-1-ylpropyl 6-[5-(6-methyl-2-pyridyl)-1H-imidazol-4-yl]quinoline-4-carboxylate CC1=CC=CC(=N1)C1=C(N=CN1)C=1C=C2C(=CC=NC2=CC1)C(=O)OCCCN1CCCC1